BrC1=C(C(=CC2=C1OCO2)NC2=NC(=CC(=N2)NC)C)Cl N2-(7-bromo-6-chloro-1,3-benzodioxol-5-yl)-N4,6-dimethyl-pyrimidine-2,4-diamine